(S)-2-((4-((2-hydroxy-1-phenylethyl)amino)-5-(1,3,4-oxadiazol-2-yl)pyridin-2-yl)amino)-6,7-dihydro-5H-pyrrolo[3,4-d]pyrimidin-5-one OC[C@H](C1=CC=CC=C1)NC1=CC(=NC=C1C=1OC=NN1)NC=1N=CC2=C(N1)CNC2=O